3-cyano-5-((3,3-difluorocyclobutyl)methyl-4,5,6,7-tetrahydrothieno[3,2-c]pyridin-2-yl)-2-(3-methoxy-4-sulfamoylphenyl)acetamide C(#N)C1(CC(=CC(=C1S(N)(=O)=O)C1=C(C=2CNCCC2S1)CC1CC(C1)(F)F)CC(=O)N)OC